N/C(=C(\C(=O)C1=CC=CC=C1)/N1N=NC2=C1C=CC=C2)/C2=NC=CC=C2 (E)-3-amino-2-(1H-benzo[d][1,2,3]triazol-1-yl)-1-phenyl-3-(pyridin-2-yl)prop-2-en-1-one